C(C)(=O)C=1C=C(NC1)C(=O)NCC1=CC=C(C=C1)C#N 4-acetyl-N-(4-cyanobenzyl)-1H-pyrrole-2-carboxamide